N-methyl-oleoyl-taurine CN(CCS(=O)(=O)O)C(CCCCCCC\C=C/CCCCCCCC)=O